menthol Menthyl-Lactate C1(CC(C(CC1)C(C)C)C(C(=O)OC1CC(CCC1C(C)C)C)(O)C)C